ClC1=CN=C(S1)NC([C@H](C1=CC=C(C=C1)C=1N=NN(N1)C)[C@H]1CC(CC1)(F)F)=O (S)-N-(5-chlorothiazol-2-yl)-2-((R)-3,3-difluorocyclopentyl)-2-(4-(2-methyl-2H-tetrazol-5-yl)phenyl)acetamide